5-[(4-Chlorophenyl)methyl]-4-[3-(trifluoromethoxy)phenoxy]-1,3,5,8-tetraazatricyclo[8.3.0.0[2,6]]trideca-2(6),3-diene-7,9-dione ClC1=CC=C(C=C1)CN1C(=NC=2N3CCCC3C(NC(C12)=O)=O)OC1=CC(=CC=C1)OC(F)(F)F